1-methyl-5-(4,4,5,5-tetramethyl-1,3,2-dioxaborolan-2-yl)indazole CN1N=CC2=CC(=CC=C12)B1OC(C(O1)(C)C)(C)C